4-cyclopropoxy-N-(3,5-difluoro-4-((7-(2-(methylamino)ethoxy)quinolin-4-yl)oxy)phenyl)-6-fluoropyridine-3-carboxamide C1(CC1)OC1=C(C=NC(=C1)F)C(=O)NC1=CC(=C(C(=C1)F)OC1=CC=NC2=CC(=CC=C12)OCCNC)F